C(#N)C1=C(N=C2N(C1=O)C=C(C=C2[C@@H](C)NC=2C(=NC(=CC2)F)C(=O)O)C)N2CCC(CC2)(F)F (R)-3-((1-(3-cyano-2-(4,4-difluoropiperidin-1-yl)-7-methyl-4-oxo-4H-pyrido[1,2-a]pyrimidin-9-yl)ethyl)amino)-6-fluoropicolinic acid